(E)-N'-(3,5-dichlorobenzylidene)thiazole-4-carbohydrazide ClC=1C=C(\C=N\NC(=O)C=2N=CSC2)C=C(C1)Cl